C(C)(C)N1CCCC1=O Isopropyl-5-oxopyrrolidine